FC(OC1=CC=C(C=C1)N1CCN(CC1)C(=O)O)(F)F.C1=CC(=CC=2C34CC=CC=C3C(=CC12)NCC4)C(=O)N 9,4b-(epiminoethano)phenanthrene-3-carboxamide 4-[4-(trifluoromethoxy)phenyl]piperazine-1-carboxylate